tert-butyl (R)-3-((5-cyclopropyl-6-(2-(ethoxymethoxy)-4-formylphenyl)pyridazin-3-yl)amino)piperidine-1-carboxylate C1(CC1)C=1C=C(N=NC1C1=C(C=C(C=C1)C=O)OCOCC)N[C@H]1CN(CCC1)C(=O)OC(C)(C)C